[N+](=O)([O-])C1=CC=CC2=C1NC(OC2=O)=O 8-nitro-2H-benzo[d][1,3]oxazine-2,4(1H)-dione